COC(C)(C)C1CC=C(CC1)C 4-(2-methoxypropane-2-yl)-1-methylcyclohexene